ethyl 2-[[3-hydroxy-4-methyl-5-(5-methyl-4-phenyl-pyrazol-1-yl)pyridine-2-carbonyl]amino]acetate OC=1C(=NC=C(C1C)N1N=CC(=C1C)C1=CC=CC=C1)C(=O)NCC(=O)OCC